(4-amino-1-methyl-1H-pyrazolo[4,3-c]quinolin-8-yl)(2-(benzo[d]thiazol-5-yl)piperidin-1-yl)methanone NC1=NC=2C=CC(=CC2C2=C1C=NN2C)C(=O)N2C(CCCC2)C=2C=CC1=C(N=CS1)C2